ClC=1C(=CC=2C3=C(C(=NC2C1F)CO)CN([C@H]3C)C(COC)=O)OC (S)-1-(7-chloro-6-fluoro-4-(hydroxymethyl)-8-methoxy-1-methyl-1,3-dihydro-2H-pyrrolo[3,4-c]quinolin-2-yl)-2-methoxyethan-1-one